ClC=1C=C2C(=CC1)N(C[C@@]21[C@@H](N[C@H]([C@@H]1C1=C(C=CC=C1)Cl)C(=O)NC1=C(C=C(C(=O)O)C=C1)OC)CC(C)(C)C)CC1=CC=C(C=C1)C=1C=NOC1 4-((2'S,3S,4'S,5'R)-5-chloro-4'-(2-chlorophenyl)-1-(4-(isoxazol-4-yl)benzyl)-2'-neopentyl-spiro[indoline-3,3'-pyrrolidine]-5'-carboxamido)-3-methoxybenzoic acid